vinylbenzylchloride C=CC(C1=CC=CC=C1)Cl